2-isobutyl-carboxylate 2-(4-(2-((3-(Bis((Z)-2-hydroxyoctadec-9-en-1-yl)amino)propyl)disulfaneyl)ethyl)piperazin-1-yl)ethyl-5-(bis((Z)-2-hydroxyoctadec-9-en-1-yl)amino)pentanoate OC(CN(CCCSSCCN1CCN(CC1)CCOC(CCCCN(CC(CCCCCC\C=C/CCCCCCCC)O)CC(CCCCCC\C=C/CCCCCCCC)O)=O)CC(CCCCCC\C=C/CCCCCCCC)O)CCCCCC\C=C/CCCCCCCC.CC(C)(C)C(=O)O